CC(C(CO)(C)C)O 1,2,2-trimethyl-1,3-Propanediol